C1=CSC(=C1)C(=O)C2=C(C(=C(C=C2)OCC(=O)O)Cl)Cl The molecule is an aromatic ketone that is 2,3-dichlorophenoxyacetic acid in which the hydrogen at position 4 on the benzene ring is replaced by a thiophenecarbonyl group. A loop diuretic used to treat hypertension, it was withdrawn from the market in 1982 due to links with hepatitis. It has a role as a loop diuretic, an antihypertensive agent and a hepatotoxic agent. It is a member of thiophenes, an aromatic ketone, an aromatic ether, a monocarboxylic acid and a dichlorobenzene.